O=C1CCN(CC1)C1=CC=C(S1)\C=C\1/C(=NOC1=O)C(F)(F)F (E)-4-((5-(4-oxopiperidin-1-yl)thiophen-2-yl)methylene)-3-(trifluoromethyl)isoxazol-5(4H)-one